6,7-dihydro-5H-pyrazolo[5,1-b][1,3]oxazine-2-carboxylic acid N1=C(C=C2OCCCN21)C(=O)O